(R)-N-(2-(3-(2-(4-(4-fluorophenyl)piperazin-1-yl)ethyl)-1-oxo-2-oxa-8-azaspiro[4.5]decan-8-yl)-2-oxoethyl)pivalamide FC1=CC=C(C=C1)N1CCN(CC1)CC[C@@H]1OC(C2(C1)CCN(CC2)C(CNC(C(C)(C)C)=O)=O)=O